C1(=CC=CC=C1)COC(NCCCC)=O butylcarbamic acid phenylmethyl ester